(4S,11bR)-4-(2-((S)-Methyl(phenyl)silyl)phenyl)-4,5-dihydro-3H-dinaphtho[2,1-c:1',2'-e]phosphepine C[Si@H](C1=C(C=CC=C1)P1CC2=C(C3=C(C1)C=CC1=CC=CC=C13)C=1C=CC=CC1C=C2)C2=CC=CC=C2